O=C1NC(CCC1N1C(C2=CC=C(C=C2C1)C(=O)N[C@@H](CC)C1=CC=CC=C1)=O)=O 2-(2,6-Dioxopiperidin-3-yl)-1-oxo-N-((S)-1-phenylpropyl)isoindoline-5-carboxamide